CC(=C)[C@@H]1CC[C@]2([C@H]1[C@H]3CC[C@@H]4[C@]5(CC[C@@H](C([C@@H]5CC[C@]4([C@@]3(CC2)C)C)(C)C)O)C)CO lup-20(29)-ene-3b,28-diol